benzyl (1R,5S)-3-(2-ethoxy-2-oxoethylidene)-8-azabicyclo[3.2.1]octane-8-carboxylate C(C)OC(C=C1C[C@H]2CC[C@@H](C1)N2C(=O)OCC2=CC=CC=C2)=O